pentanedioyl chloride C(CCCC(=O)Cl)(=O)Cl